2-[2H-benzotriazol-2-yl]-4,6-bis(1-methyl-1-phenylethyl)-phenol N=1N(N=C2C1C=CC=C2)C2=C(C(=CC(=C2)C(C)(C2=CC=CC=C2)C)C(C)(C)C2=CC=CC=C2)O